FC1=C(C(=CC=C1)OC)C=1C=CC2=C(N(N=C2C1)C)C1CN(CC1)C(C=C)=O 1-(3-(6-(2-fluoro-6-methoxyphenyl)-2-methyl-2H-indazol-3-yl)pyrrolidin-1-yl)prop-2-en-1-one